dimethoxy-caprolactone COC1(C(=O)OCCCC1)OC